6-chloro-N-((6-cyclopropylimidazo[1,2-a]pyridin-2-yl)methyl)pyrazin-2-amine ClC1=CN=CC(=N1)NCC=1N=C2N(C=C(C=C2)C2CC2)C1